FC1(CCC(C1)O)F 4,4-difluorocyclopentanol